CC1=C(C=C(C(=C1)C)[N+](=O)[O-])S(=O)(=O)N1CCN(CCC1)C 1-((2,4-dimethyl-5-nitrophenyl)sulfonyl)-4-methyl-1,4-diazepane